(R)-N'-(tert-butyldimethylsilyl)-N-cyclobutyl-4-((5-((3,3-dimethyl-2-oxoindolin-6-yl)ethynyl)-2,6-naphthyridin-3-yl)amino)benzenesulfonimidamide [Si](C)(C)(C(C)(C)C)N=[S@](=O)(NC1CCC1)C1=CC=C(C=C1)NC=1N=CC2=CC=NC(=C2C1)C#CC1=CC=C2C(C(NC2=C1)=O)(C)C